OC1(CCN(CC1)C(C1=CC=C(C=C1)S(=O)(=O)C1=CC=CC=C1)=O)CN1C=NN2C(C1=O)=CC=C2 3-((4-hydroxy-1-(4-(phenyl-sulfonyl)benzoyl)piperidin-4-yl)methyl)pyrrolo[2,1-f][1,2,4]triazin-4(3H)-one